(S)-2-Chloro-4-((4-((1-hydroxypropan-2-yl)amino)-1-methyl-2-oxo-1,2-dihydroquinolin-6-yl)amino)nicotinonitrile ClC1=C(C#N)C(=CC=N1)NC=1C=C2C(=CC(N(C2=CC1)C)=O)N[C@H](CO)C